FC(C(=O)O)(F)F.C(C)(=O)NC1(CC1)C(=O)NC1CCNCC1 1-acetamido-N-(piperidin-4-yl)cyclopropanecarboxamide trifluoroacetate